ClC=1C=C(C=NC1F)C(=O)N1CCN(CC1)C=1OC=2C(=NC(=CC2)Cl)N1 (5-chloro-6-fluoropyridin-3-yl)(4-(5-chlorooxazolo[4,5-b]pyridin-2-yl)piperazin-1-yl)methanone